2-Chloro-6-((ethyl-(isobutyl)amino)methyl)-4-nitrophenol ClC1=C(C(=CC(=C1)[N+](=O)[O-])CN(CC(C)C)CC)O